COC1[C@@H]([C@H](C([C@@H]([C@@H]1O)O)OC)O)O (1R,2R,4S,5R)-3,6-dimethoxycyclohexane-1,2,4,5-tetraol